CN1CCC(CC1)NC(=O)C1=NC(=CC=C1)C1=NC=CC(=C1)NC(C=C)=O N-(1-methyl-4-piperidyl)-6-[4-(prop-2-enoylamino)-2-pyridyl]pyridine-2-carboxamide